ethyl 2-((tert-butoxycarbonyl) amino)-2-phenylacetate C(C)(C)(C)OC(=O)NC(C(=O)OCC)C1=CC=CC=C1